(1R,3R)-3-((S)-6-(Methoxycarbonyl)-7-methyl-2-((2-oxo-3,4-dihydrochinolin-1(2H)-yl)methyl)-6,7,8,9-tetrahydro-3H-imidazo[4,5-f]chinolin-3-yl)cyclohexan COC(=O)N1[C@H](CCC2=C3C(=CC=C12)N(C(=N3)CN3C(CCC1=CC=CC=C31)=O)C3CCCCC3)C